4,5-dihydroisoxazole-5-carboxylic acid methyl ester COC(=O)C1CC=NO1